(+)-Bornyl diphosphate C[C@@]12CC[C@@H](C1(C)C)C[C@@H]2OP(=O)(O)OP(=O)(O)O